C(C)N(C(=O)C1=C(C=CC=C1)B(O)O)CC 2-(N,N-DIETHYLAMINOCARBONYL)PHENYLBORONIC ACID